furoamide O1C(=CC=C1)C(=O)N